COCCOCCOC=1C=C(SC1)N(C1=CC=CC=C1)C1=CC=C(C=C1)[N+](=O)[O-] 4-(2-(2-Methoxyethoxy)ethoxy)-N-(4-nitrophenyl)-N-phenylthiophen-2-amine